(S)-N-(3-hydroxy-1-(methylamino)-1-oxopropan-2-yl)-2-methyl-5-((4-methylthiazol-5-yl)methoxy)benzofuran-3-carboxamide OC[C@@H](C(=O)NC)NC(=O)C1=C(OC2=C1C=C(C=C2)OCC2=C(N=CS2)C)C